ethyl 3-oxopiperidine-1,4-dicarboxylate O=C1CN(CCC1C(=O)[O-])C(=O)OCC